(1R,5S)-8-(2-fluorophenethyl)-8-azabicyclo[3.2.1]octane FC1=C(CCN2[C@@H]3CCC[C@H]2CC3)C=CC=C1